(Z)-4-(methoxymethylene)-2-methylpiperidine-1-carboxylic acid tert-butyl ester C(C)(C)(C)OC(=O)N1C(C\C(\CC1)=C/OC)C